(R)-1-(2-methyl-4-(3-((4-(trifluoromethyl)pyridin-2-yl)oxy)benzyl)piperazine-1-carbonyl)-1H-pyrazole-3-carboxylic acid C[C@H]1N(CCN(C1)CC1=CC(=CC=C1)OC1=NC=CC(=C1)C(F)(F)F)C(=O)N1N=C(C=C1)C(=O)O